FC1=C(C=CC=C1)C1=CN(C=2N=CN=C(C21)N2C[C@H](N(C[C@@H]2C)C(=O)OCC(F)(F)F)C)C=2C=NN(C2)C trifluoroethyl (2R,5S)-4-(5-(2-fluorophenyl)-7-(1-methyl-1H-pyrazol-4-yl)-7H-pyrrolo[2,3-d]pyrimidin-4-yl)-2,5-dimethylpiperazine-1-carboxylate